CC1NC=2C(=CN=C(NC=3N(CCC1)N=C(C3C)C)N2)C(F)(F)F 8,14,15-Trimethyl-5-(trifluoromethyl)-8,9,10,11-tetrahydro-1H,7H-2,6-(azeno)pyrazolo[1,5-a][1,3,5,9]tetraazacyclotridecine